CNC(=O)C=1N=CC=C(C(=O)O)C1 6-(methylaminoFormyl)isonicotinic acid